2-amino-N-((5-cyano-2-pyridinyl)methyl)-7-fluoro-3-methyl-N-((1R)-1-(2-pyrimidinyl)ethyl)-6-quinolinecarboxamide NC1=NC2=CC(=C(C=C2C=C1C)C(=O)N([C@H](C)C1=NC=CC=N1)CC1=NC=C(C=C1)C#N)F